CC=1C(C2=CC=3CCCC3C(=C2C1)C1=CC=C(C=C1)C(C)(C)C)[Si](C)(C)Cl 2-methyl-[4-(4-tert-butylphenyl)-1,5,6,7-tetrahydro-s-indacen-1-yl](chloro)dimethylsilane